5-amino-N-{4-[(3S)-3-aminopiperidin-1-yl]-6,7-dihydro-5H-cyclopenta[b]pyridin-3-yl}-2-(2,6-difluorophenyl)-1,3-thiazole-4-carboxamide NC1=C(N=C(S1)C1=C(C=CC=C1F)F)C(=O)NC=1C(=C2C(=NC1)CCC2)N2C[C@H](CCC2)N